1-Methyl-2-(6-trifluoromethoxy-benzothiazol-2-ylamino)-1H-benzoimidazole-5-carboxylic acid (2-methanesulfonyl-ethyl)-amide CS(=O)(=O)CCNC(=O)C1=CC2=C(N(C(=N2)NC=2SC3=C(N2)C=CC(=C3)OC(F)(F)F)C)C=C1